bis(1-N-octyl-2-methylindol-3-yl)phthalide C(CCCCCCC)N1C(=C(C2=CC=CC=C12)C1(OC(=O)C2=CC=CC=C12)C1=C(N(C2=CC=CC=C12)CCCCCCCC)C)C